3-(azetidin-3-yloxy)-5-nitropyridine hydrochloride Cl.N1CC(C1)OC=1C=NC=C(C1)[N+](=O)[O-]